C(C)(C)OC1=NC=2N(C=C1C(=O)NC=1C(N(C=CC1)[C@H]1[C@@H](C1)C)=O)C=C(N2)[C@]21CO[C@](CC2)(C1)C 7-isopropoxy-2-((1R,4S)-1-methyl-2-oxabicyclo[2.2.1]heptan-4-yl)-N-(1-((1R,2R)-2-methylcyclopropyl)-2-oxo-1,2-dihydropyridin-3-yl)imidazo[1,2-a]pyrimidine-6-carboxamide